(E)-N-(1,1-difluoro-1-(phenylsulfonyl)butan-2-yl)-2-methylpropane-2-sulfinamide FC(C(CC)NS(=O)C(C)(C)C)(S(=O)(=O)C1=CC=CC=C1)F